[Hg]O mercury(I) hydroxide